FC(C1=CC=C(CO[C@H]2[C@@H](CNC2)N2N=NC(=C2)C2=NC=NC=C2)C=C1)(F)F 4-(1-(trans-4-(4-(trifluoromethyl)benzyloxy)pyrrolidin-3-yl)-1H-1,2,3-triazol-4-yl)pyrimidine